(2S-3S)-tartaric acid C(C(O)C(O)C(=O)O)(=O)O